6-(4-fluoro-3-methyl-phenyl)-3-methyl-1-(pyrimidin-4-ylmethyl)imidazo[4,5-b]pyridin-2-one FC1=C(C=C(C=C1)C=1C=C2C(=NC1)N(C(N2CC2=NC=NC=C2)=O)C)C